(2-methyl-2H-indazol-5-yl)-3,4-dihydroquinazolin-2(1H)-one CN1N=C2C=CC(=CC2=C1)N1C(NCC2=CC=CC=C12)=O